FC1=CC=C(C=C1)[C@@H]1N(CCC2=CC=CC=C12)C(=O)OC1=CC=C(C=C1)[N+](=O)[O-] 4-nitrophenyl (S)-1-(4-fluorophenyl)-3,4-dihydroisoquinoline-2(1H)-carboxylate